BrC(C(=O)NC=1C=C2C(=NC=NC2=CC1OC)C=1C(=NN(C1)C)C1=CC=CC=C1)=C bromo-N-(7-methoxy-4-(1-methyl-3-phenyl-1H-pyrazol-4-yl)quinazolin-6-yl)propenamide